C(C)(C)(C)OC(=O)N1C[C@H](CCC1)NC1=NC=CC(=N1)C1=C(N=NC=C1)OC1=C(C=CC2=C(C=CC=C12)N)C (S)-3-((4-(3-((5-amino-2-methylnaphthalen-1-yl)oxy)pyridazin-4-yl)pyrimidin-2-yl)amino)piperidine-1-carboxylic acid tert-butyl ester